5-(cyclopropylmethyl)-4-(6-cyclopropylpyridin-3-yl)-6-methyl-2-(2-methyl-2H-indazol-5-yl)-2,5-dihydro-3H-pyrrolo[3,2-c]pyridazin-3-one C1(CC1)CN1C(=CC2=NN(C(C(=C21)C=2C=NC(=CC2)C2CC2)=O)C2=CC1=CN(N=C1C=C2)C)C